FC(S(=O)OC1=CN=NC=C1)(F)F pyridazin-4-yl trifluoromethanesulfinate